3,5-Dihydroxynaphthalin OC=1C=CC2=CC=CC(=C2C1)O